2,5-Dibromo-4-methoxybenzaldehyde BrC1=C(C=O)C=C(C(=C1)OC)Br